(3S,4R,5R,6S)-1-{5-fluoro-6-[(2-fluoro-4-propylbenzyl)oxy]hexyl}-3,4,5,6-azepanetetrol FC(CCCCN1C[C@@H]([C@H]([C@@H]([C@H](C1)O)O)O)O)COCC1=C(C=C(C=C1)CCC)F